FC(F)N1N=C2C=CC(=CC2=C1)C(C(=O)N)CC1=CC=C(C=C1)F 2-(difluoromethyl-2H-indazol-5-yl)-3-(4-fluorophenyl)propanamide